BrC=1C=C2CCC3(CCN(CC3)S(=O)(=O)C)C2=CC1 5-bromo-1'-(methylsulfonyl)-2,3-dihydrospiro[indene-1,4'-piperidine]